FC(C=1C=CC(=C2NC(C(NC12)=O)(C)C)F)F 8-(difluoromethyl)-5-fluoro-3,3-dimethyl-3,4-dihydroquinoxalin-2(1H)-one